2,7-bis[2-(dipropylamino)-ethoxy]-fluorenone C(CC)N(CCOC=1C(C2=CC3=CC(=CC=C3C2=CC1)OCCN(CCC)CCC)=O)CCC